BrC1=NC=C(C(=C1)N1C(C=C(C=C1C)OCC1=NC=C(C=C1F)F)=O)C 2'-bromo-4-((3,5-difluoropyridin-2-yl)methoxy)-5',6-dimethyl-2H-[1,4'-bipyridin]-2-one